OCC1(CNCC1)N1CSC(=C1C)COC=1C=CC2=C(C=C(O2)C)C1 N-(3-(hydroxymethyl)pyrrolidin-3-yl)-2-methyl-5-((4-methylthiazol-5-yl)methoxy)benzofuran